C(C1=CC=CC=C1)C(C(=O)OCC)C(C(=O)OCC)CC1=CC=CC=C1 diethyl 2,3-dibenzylsuccinate